C1(CCC1)C1C[C@H](N(CC1)CC1=C2C=CN(C2=C(C=C1OC)C)C(=O)OC(C)(C)C)C1=CC=C(C=C1)C(=O)OC tert-butyl 4-(((2S)-4-cyclobutyl-2-(4-(methoxycarbonyl) phenyl) piperidin-1-yl) methyl)-5-methoxy-7-methyl-1H-indole-1-carboxylate